2-chloro-4-(cyclopropylamino)-N-(2-fluorophenyl)pyrimidine-5-carboxamide ClC1=NC=C(C(=N1)NC1CC1)C(=O)NC1=C(C=CC=C1)F